COCC1(CCOCC1)N1N=C2N=C(C=CC2=C1)C1=C(C=C(C=C1C)C(F)(F)F)O 2-[2-[4-(methoxymethyl)tetrahydropyran-4-yl]pyrazolo[3,4-b]pyridin-6-yl]-3-methyl-5-(trifluoro-methyl)phenol